COC1=CC=C(CN(C=2N=CN(C(C2C(=O)OC)=O)C2=C(C=C(C=C2C)CC(CO)O)C)CC2=CC=C(C=C2)OC)C=C1 methyl 4-(bis(4-methoxybenzyl)amino)-1-(4-(2,3-dihydroxypropyl)-2,6-dimethylphenyl)-6-oxo-1,6-dihydropyrimidine-5-carboxylate